C(C)S(=O)(=O)C=1C=CC(=NC1N1CC=2C=NC(=CC2C1=O)C(F)(F)F)N(C(=O)NC)C 1-[5-ethylsulfonyl-6-[1-oxo-6-(trifluoromethyl)-3H-pyrrolo[3,4-c]pyridin-2-yl]-2-pyridyl]-1,3-dimethyl-urea